4-(tetrahydrofuran-3-yl)benzaldehyde O1CC(CC1)C1=CC=C(C=O)C=C1